N-(3-Aminopropyl)-5-(1-methyl-1H-pyrazol-3-yl)-6-[4-(trifluoromethyl)phenoxy]pyridine-3-carboxamide NCCCNC(=O)C=1C=NC(=C(C1)C1=NN(C=C1)C)OC1=CC=C(C=C1)C(F)(F)F